(E)-3-((5-(4-nitrophenyl)furan-2-yl)methylene)-5-phenyl-1,3-dihydro-2H-pyrrole [N+](=O)([O-])C1=CC=C(C=C1)C1=CC=C(O1)\C=C/1\CNC(=C1)C1=CC=CC=C1